FC=1C=CC(=NC1)N1CCC(CC1)NC(=O)NC1=NC=C(C=C1)O 1-[1-(5-fluoropyridin-2-yl)piperidin-4-yl]-3-(5-hydroxypyridin-2-yl)urea